tert-butyl 4-[(5-amino-2-oxo-2,3-dihydro-1H-indol-1-yl) methyl]-piperidine-1-carboxylate NC=1C=C2CC(N(C2=CC1)CC1CCN(CC1)C(=O)OC(C)(C)C)=O